3-[(4-amino-3-methoxyphenyl)azo]-benzenesulfonic acid NC1=C(C=C(C=C1)N=NC=1C=C(C=CC1)S(=O)(=O)O)OC